OC1=CC(=CN(C1=O)C)C=1C=C(C=CC1)NS(=O)(=O)C N-[3-(5-hydroxy-1-methyl-6-oxopyridin-3-yl)phenyl]methanesulfonamide